(2S,3R)-2-amino-3-(benzyloxy)butan-1-ol N[C@@H](CO)[C@@H](C)OCC1=CC=CC=C1